3-bromo-5-fluoro-4-hydroxy-benzaldehyde BrC=1C=C(C=O)C=C(C1O)F